Dibutylphosphinate C(CCC)P([O-])(=O)CCCC